FC(C=1C=CC=2N(N1)C(=CN2)C2=NC=NC(=C2)C=2CCN(CCC2)S(=O)(=O)C)F 6-(difluoromethyl)-3-[6-(1-methanesulfonyl-2,3,6,7-tetrahydroazepine-4-yl)pyrimidin-4-yl]Imidazo[1,2-b]Pyridazine